C(#N)C=1C=C2CC3(CCN(CC3)C(=O)OCCCC)C(C2=CC1)=O butyl 5-cyano-1-oxo-1,3-dihydrospiro[indene-2,4'-piperidine]-1'-carboxylate